[Si](C)(C)(C(C)(C)C)O[C@H]1[C@H]([C@H](O[C@@H]1CO[Si](C)(C)C(C)(C)C)ON1C(N=C(C=C1)NC(C1=CC=CC=C1)=O)=O)OC N-(1-((2R,3R,4R,5R)-4-((tert-butyldimethylsilyl)oxy)-5-(((tert-butyldimethylsilyl)oxy)methyl)-3-methoxytetrahydrofuran-2-oxy)-2-oxo-1,2-dihydropyrimidin-4-yl)benzamide